OC(CCN1N=CC=C1C(=O)O)C 1-(3-Hydroxybutyl)-1H-pyrazole-5-carboxylic acid